C1(=CC=CC=C1)CCCC1C(C1)C(=O)O.C[Si](OC(=CC1=CC=CC=C1)[SiH](O[Si](O[Si](C)(C)C)(O[Si](C)(C)C)O[Si](C)(C)C)O[Si](O[Si](C)(C)C)(O[Si](C)(C)C)O[Si](C)(C)C)(C)C trimethylsiloxybis[tris(trimethylsiloxy)siloxy]silylstyrene 2-(3-phenylpropyl)cyclopropane-1-carboxylate